C(#N)C(C(=O)NC=1C=CC=C2C(=CNC12)C1=CC=NC=C1C)=C(C)C 4-(7-(2-cyano-3-methylbut-2-enamido)-1H-indol-3-yl)-5-methylpyridin